3-(4-(piperazin-1-yl)-1H-pyrazol-1-yl)piperidine-2,6-dione N1(CCNCC1)C=1C=NN(C1)C1C(NC(CC1)=O)=O